C(CCCCCCC\C=C/CCCCCCCC)(=O)O.[Ca] Calcium oleic acid